OC1CCC(CC1)NC1=NC=C(C(=N1)NC1(CCC1)C)C(=O)N 2-((1r,4r)-4-hydroxycyclohexylamino)-4-(1-methylcyclobutylamino)pyrimidine-5-carboxamide